N1=CN=CC=2C1=NC=CN2 pyrimido[4,5-b]pyrazine